N1(CCC1)S(=O)(=O)NC1=C(C(=O)NC23CC(C2)(C3)C(F)(F)F)C=CC(=C1)C#N 2-(Azetidine-1-sulfonylamino)-4-cyano-N-(3-(trifluoromethyl)bicyclo[1.1.1]pentan-1-yl)benzamide